COC1=CC(=C(C=C1NC1=NC=CC(=N1)N1OCC[C@@H]1C1=CC=CC=C1)NC(C=C)=O)N1CCN(CC1)C (R)-N-(4-methoxy-2-(4-methylpiperazin-1-yl)-5-((4-(3-phenylisoxazolidin-2-yl)pyrimidine-2-yl)amino)phenyl)acrylamide